(triisopropylsilyl)acetylene C(C)(C)[Si](C(C)C)(C(C)C)C#C